Arachamide C(CCCCCCCCCCCCCCCCCCC)(=O)N